C(C)(C)C1=NOC2=CC=C3C=NC(=NC3=C21)NC2=CC=C(C=N2)N2C(CNCC2)=O 1-(6-((9-isopropylisoxazolo[5,4-H]quinazolin-2-yl)amino)pyridin-3-yl)piperazin-2-one